OC(COC=1C=C(C=2N(C1)N=CC2C#N)C=2C=CC(=NC2)C=2CCN(CC2)CCSC2=CC=CC=C2)(C)C 6-(2-Hydroxy-2-methylpropyloxy)-4-(1'-(2-(phenylsulfanyl)ethyl)-1',2',3',6'-tetrahydro-[2,4'-bipyridin]-5-yl)pyrazolo[1,5-a]pyridine-3-carbonitrile